C1(=CC(=CC=C1)N=C1C(C(O)=CC=C1)O)N=C1C(C(O)=CC=C1)O m-phenylenebis(iminocatechol)